5'-(4-fluorophenyl)-N-(4-(4-methylpiperazin-1-yl)phenyl)-3'-neopentyl-1H,3'H-[2,4'-biimidazole]-4-carboxamide FC1=CC=C(C=C1)C1=C(N(C=N1)CC(C)(C)C)C=1NC=C(N1)C(=O)NC1=CC=C(C=C1)N1CCN(CC1)C